FC=1C=C2CCN(C2=CC1)C(CC=1N=C(SC1)COC1=CC=CC=C1)=O 1-(5-fluoroindolin-1-yl)-2-(2-(phenoxymethyl)thiazol-4-yl)ethan-1-one